thiomorpholine-4-sulfonamide 1,1-dioxide N1(CCS(CC1)(=O)=O)S(=O)(=O)N